C(O)(=O)OCC1(CCCCC1)CO (cyclohexanedimethanol) carbonate